5-(3-(2-(1-Methyl-1H-indazol-5-yl)ethynyl)phenoxy)-1H-1,2,3-triazole-4-carboxylic acid CN1N=CC2=CC(=CC=C12)C#CC=1C=C(OC2=C(N=NN2)C(=O)O)C=CC1